1-chloro-4-isocyanatobenzene ClC1=CC=C(C=C1)N=C=O